1-[4-[1-[6-(5-cyclopropyl-4H-1,2,4-triazol-3-yl)-2-azaspiro[3.3]heptane-2-carbonyl]azetidin-3-yl]phenyl]cyclopropanecarboxamide C1(CC1)C=1NC(=NN1)C1CC2(CN(C2)C(=O)N2CC(C2)C2=CC=C(C=C2)C2(CC2)C(=O)N)C1